3,5-dimethyloctane CC(CC)CC(CCC)C